1-(thiazol-5-yl)ethanone tert-butyl-8-oxo-6-oxa-2,9-diazaspiro[4.5]decane-2-carboxylate C(C)(C)(C)OC(=O)N1CC2(CC1)OCC(NC2)=O.S2C=NC=C2C(C)=O